C(Cl)(Cl)Cl.[N] nitrogen (Chloroform)